COC(C1=C(C=CC=C1)N1C2=C(OCC1C)N=C1C(=C2)C=CN1)=O 2-(2-methyl-2,3-dihydropyrrolo[3',2':5,6]Pyrido[2,3-b][1,4]Oxazin-1(6H)-yl)benzoic acid methyl ester